hafnium tert-butoxide CC(C)(C)[O-].[Hf+4].CC(C)(C)[O-].CC(C)(C)[O-].CC(C)(C)[O-]